C1(=CC=CC=C1)NS(O)(=O)=O phenyl-sulfamic acid